CC1=NC(=CC(=N1)NC1=C(C(=O)NOCC)C(=CC=N1)NC1=C(C=C(C=C1)CC)N(S(=O)(=O)C)C)C ((2,6-dimethyl-pyrimidin-4-yl)amino)-N-ethoxy-4-((4-ethyl-2-(N-methyl-methanesulfonamido)phenyl)amino)nicotinamide